2-(2,6-dimethylpyridin-4-yl)-4-(5-(4-methoxyphenyl)-1-methyl-2-oxo-1,2-dihydropyridin-4-yl)-6-methyl-1-tosyl-1,6-dihydro-7H-pyrrolo[2,3-c]pyridin-7-one CC1=NC(=CC(=C1)C1=CC2=C(C(N(C=C2C2=CC(N(C=C2C2=CC=C(C=C2)OC)C)=O)C)=O)N1S(=O)(=O)C1=CC=C(C)C=C1)C